(3s,5r)-3-aminomethyl-7-(3-fluoro-phenyl)-5-methyl-heptanoic acid NC[C@H](CC(=O)O)C[C@@H](CCC1=CC(=CC=C1)F)C